4-(1-((1,5-dimethyl-1H-pyrazol-4-yl)sulfonyl)piperidin-4-yl)-5-methylthiazole-2-carboxamide CN1N=CC(=C1C)S(=O)(=O)N1CCC(CC1)C=1N=C(SC1C)C(=O)N